CC=1C(=NC(=NC1)NC=1C=NN(C1)C)C1=C[C@@H]2CC[C@H](C1)N2C(=O)NCC(F)(F)F (1S,5R)-3-(5-methyl-2-((1-methyl-1H-pyrazol-4-yl)amino)pyrimidin-4-yl)-N-(2,2,2-trifluoroethyl)-8-azabicyclo[3.2.1]oct-2-ene-8-carboxamide